tert-butyl N-[4-[2-(tert-butoxycarbonylamino)-5-azaspiro[2.4]heptan-5-yl]-3-chloro-5,6-difluoro-9H-pyrido[2,3-b]indol-8-yl]-N-methyl-carbamate C(C)(C)(C)OC(=O)NC1CC12CN(CC2)C2=C(C=NC=1NC3=C(C=C(C(=C3C12)F)F)N(C(OC(C)(C)C)=O)C)Cl